N-[6-(5-fluoro-3-pyridyl)-2-(trifluoromethyl)-3-pyridyl]-N-methylcarbamic acid tert-butyl ester C(C)(C)(C)OC(N(C)C=1C(=NC(=CC1)C=1C=NC=C(C1)F)C(F)(F)F)=O